C1(CC1)C(C1=CC(=NC=C1)NC([C@H](C1CCC(CC1)(F)F)NC(OC(C)(C)C)=O)=O)NC(CCC(F)(F)F)=O Tert-butyl ((1S)-2-((4-(cyclopropyl(4,4,4-trifluorobutanamido)-methyl)pyridin-2-yl)amino)-1-(4,4-difluorocyclohexyl)-2-oxoethyl)carbamate